(E)-1,1'-(but-2-ene-1,4-diyl)bis(2-(1-ethyl-1H-imidazole-2-carboxamido)-7-methoxy-1H-benzo[d]imidazole-5-carboxamide) C(\C=C\CN1C(=NC2=C1C(=CC(=C2)C(=O)N)OC)NC(=O)C=2N(C=CN2)CC)N2C(=NC1=C2C(=CC(=C1)C(=O)N)OC)NC(=O)C=1N(C=CN1)CC